C[NH+](C)CCCOC1=NN(C2=CC=CC=C21)CC3=CC=CC=C3 The molecule is an organic cation obtained by protonation of the tertiary amino group of benzydamine. It is the major microspecies at pH 7.3 of benzydamine, which is a locally-acting nonsteroidal anti-inflammatory drug with additional local anaesthetic and analgesic properties. It is an ammonium ion derivative and an organic cation. It is a conjugate acid of a benzydamine.